NC1=NC(=C(C=2N1N=C(N2)CC2=C(C=CC=C2CN2C[C@H]([C@@H](C2)O)F)F)C2=NC=NC=C2)C2=C(C#N)C=CC=C2 (5-amino-2-(2-fluoro-6-(((3R,4R)-3-fluoro-4-hydroxypyrrolidin-1-yl)methyl)benzyl)-8-(pyrimidin-4-yl)-[1,2,4]triazolo[1,5-c]pyrimidin-7-yl)benzonitrile